(1s,4S)-4-hydroxycyclohexylamine OC1CCC(CC1)N